1H-benzoisoquinoline-1,3(2H)-dione C1(NC(CC2=CC=C3C(=C12)C=CC=C3)=O)=O